N1(N=NC=C1)C[C@]1([C@@H](N2C(C[C@H]2S1(=O)=O)=O)C(=O)[O-])C.[Na+] Sodium (2S,3S,5R)-3-((1H-1,2,3-triazol-1-yl)methyl)-3-methyl-7-oxo-4-thia-1-azabicyclo[3.2.0]heptane-2-carboxylate 4,4-dioxide